FC=1C=C(C(=O)NC2=CC(=C(C=C2)C=2CCNCC2)F)C=CC1N1CCNCC1 3-fluoro-N-[3-fluoro-4-(1,2,3,6-tetrahydro-pyridin-4-yl)-phenyl]-4-piperazin-1-yl-benzamide